2-[2-(aminomethyl)-3,3-difluoro-allyl]-4-[2-[5-(4-piperazin-1-ylphenyl)-2-thienyl]ethyl]-1,2,4-triazol-3-one NCC(CN1N=CN(C1=O)CCC=1SC(=CC1)C1=CC=C(C=C1)N1CCNCC1)=C(F)F